NC=1C(=NC=C(N1)N1CCC(CC1)(C)CN)SC=1C(=C(C(=O)NS(=O)(=O)C2=C(C=CC=C2)F)C=CC1)Cl 3-((3-amino-5-(4-(aminomethyl)-4-methylpiperidin-1-yl)pyrazin-2-yl)thio)-2-chloro-N-((2-fluorophenyl)sulfonyl)benzamide